C(=O)(O)CC1=CC=C(C=C1)[N+]#N 4-(carboxymethyl)benzenediazonium